3-(carbamimidoylsulfanyl)(2,2-2H)propanoic acid C(N)(=N)SCC(C(=O)O)([2H])[2H]